OC1(CCN(CC1)C1=NC=CC(=N1)NC=1N=CC2=C(C=CC(=C2C1)[C@H]1N(CC1)C(C=C)=O)N1[C@@H]([C@H](C1)CS(=O)(=O)C)C)C 1-((S)-2-(3-((2-(4-hydroxy-4-methylpiperidin-1-yl)pyrimidin-4-yl)amino)-8-((2R,3S)-2-methyl-3-((methylsulfonyl)methyl)azetidin-1-yl)isoquinolin-5-yl)azetidin-1-yl)prop-2-en-1-one